NCC=1C=C(C=CC1F)N(C1=NOC(C1)(C(F)(F)F)C1=CC(=C(C(=C1)Cl)F)Cl)COCC N-(3-(aminomethyl)-4-fluorophenyl)-5-(3,5-dichloro-4-fluorophenyl)-N-(ethoxymethyl)-5-(trifluoromethyl)-4,5-dihydroisoxazol-3-amine